2,4-bis(trifluoromethyl)imidazo[1,2-a][1,8]naphthyridine-8-carbaldehyde FC(C=1C=C(C=2C=CC=3N(C2N1)C=C(N3)C=O)C(F)(F)F)(F)F